(R)-5-(2-(2,5-difluorophenyl)pyrrolidin-1-yl)-N-((5-methylfuran-2-yl)methyl)pyrazolo[1,5-a]pyrimidine-3-carboxamide FC1=C(C=C(C=C1)F)[C@@H]1N(CCC1)C1=NC=2N(C=C1)N=CC2C(=O)NCC=2OC(=CC2)C